Br.FC=1C=C(C=CC1)C(CN1C(SC2=C1CCCC2)=N)=O 1-(3-Fluorophenyl)-2-(2-imino-4,5,6,7-tetrahydrobenzo[d]thiazol-3(2H)-yl)ethan-1-one Hydrogen Bromide